benzyl (2R,3S,5R)-2-(((6-(5-fluoropyrimidin-2-yl)bicyclo[4.1.0]heptan-3-yl)oxy)methyl)-3-(N-(4-methoxybenzyl)methylsulfonamido)-5-methylpyrrolidine-1-carboxylate FC=1C=NC(=NC1)C12CCC(CC2C1)OC[C@@H]1N([C@@H](C[C@@H]1N(S(=O)(=O)C)CC1=CC=C(C=C1)OC)C)C(=O)OCC1=CC=CC=C1